Isobutylglycidate C(C(C)C)OC(C1CO1)=O